1-(4-(trifluoromethyl)thiazol-2-yl)ethan-1-amine FC(C=1N=C(SC1)C(C)N)(F)F